2-(3-bromophenyl)propanoic acid BrC=1C=C(C=CC1)C(C(=O)O)C